bis(3-aminopropyl)-1,3-propylenediamine NCCCNCCCNCCCN